ClC=1C(=NC(=NC1)NC1CCOCC1)C1=CC=C2CN(C(C2=C1)=O)CC(=O)N1CCC(CC1)(C1=CC=CC=C1)C 6-{5-chloro-2-[(Oxan-4-yl)amino]pyrimidin-4-yl}-2-[2-(4-methyl-4-phenylpiperidin-1-yl)-2-oxoethyl]-2,3-dihydro-1H-isoindol-1-one